C(C(C)C)N1N=CC(=C1)C=1C=C(C=C(C1)OC)NC1=CC=NC2=CC(=C(C=C12)OC)OC N-(3-(1-Isobutyl-1H-pyrazol-4-yl)-5-methoxyphenyl)-6,7-dimethoxyquinolin-4-amine